1-Methyl-2-(6-trifluoromethyl-benzothiazol-2-ylamino)-1H-benzoimidazole-5-carboxylic acid (5-hydroxy-pentyl)-amide OCCCCCNC(=O)C1=CC2=C(N(C(=N2)NC=2SC3=C(N2)C=CC(=C3)C(F)(F)F)C)C=C1